CC1=C(OC2=C(C=C(C=C2C1=O)C)[C@@H](C)OC1=CC=C(C(=C1C(=O)OC)F)F)C1=CC2=CN(N=C2C=C1)C Methyl 6-[(1R)-1-[3,6-dimethyl-2-(2-methylindazol-5-yl)-4-oxo-chromen-8-yl] ethoxy]-2,3-difluoro-benzoate